(S)-6-((4-((2-hydroxy-1-phenylethyl)amino)-5-(5-(pyridin-2-yl)-1,3,4-oxadiazol-2-yl)pyrimidin-2-yl)amino)-1-isopropyl-2-(methoxymethyl)-1,2-dihydro-3H-pyrazolo[3,4-b]pyridin-3-one OC[C@H](C1=CC=CC=C1)NC1=NC(=NC=C1C=1OC(=NN1)C1=NC=CC=C1)NC1=CC=C2C(=N1)N(N(C2=O)COC)C(C)C